The molecule is a methoxybenzoic acid that is 2-methoxybenzoic acid which is substituted at position 3, 5, and 6 by chlorines. It has a role as an agrochemical, a herbicide and a synthetic auxin. It is a methoxybenzoic acid and a trichlorobenzene. COC1=C(C(=C(C=C1Cl)Cl)Cl)C(=O)O